OC1=C2C(C=C(OC2=CC(=C1)OC1=CC(=NC(=C1)NC1=C(C=CC=C1)F)C)C1=CC=CC=C1)=O 5-Hydroxy-2-phenyl-7-((6-(2-fluorophenylamino)-2-methylpyridin-4-yl)oxy)-4H-chromen-4-one